NC1=NC=2C=CC=CC2C2=C1N=C(N2CCCCNC(C2=CC=C(C=C2)I)=O)CC N-(4-(4-amino-2-ethyl-1H-imidazo[4,5-c]quinolin-1-yl)butyl)-4-iodobenzamide